spiro[azetidine-3,6'-benzo[C]chromene]-3',8'-diol hydrobromide Br.C1=C2C3=C(C4(OC2=CC(=C1)O)CNC4)C=C(C=C3)O